C(=O)(O)C1=CC=C(COCC2=CC=C(O2)C(=O)O)O1 (5-carboxyl furfuryl) ether